{2-[(4-methoxyphenyl)sulfanyl]ethyl}-6-methyl-4-[(1-methylcyclopropyl)amino]furo[2,3-d]pyrimidine-5-carboxamide COC1=CC=C(C=C1)SCCC=1N=C(C2=C(N1)OC(=C2C(=O)N)C)NC2(CC2)C